NC1=C2C(=NC=N1)N(N=C2C2=CC=C(C=C2)OC2=CC=CC=C2)C2CCN(CC2)CCC2=CC=C(CSC1=C3C(N(C(C3=CC=C1)=O)C1C(NC(CC1)=O)=O)=O)C=C2 4-((4-(2-(4-(4-amino-3-(4-phenoxyphenyl)-1H-pyrazolo[3,4-d]pyrimidin-1-yl)piperidine-1-yl)ethyl)benzyl)thio)-2-(2,6-dioxopiperidin-3-yl)isoindoline-1,3-dione